2-bromo-5-chlorobenzyl-(4-nitrobenzene) carbonate C(O)(O)=O.BrC1=C(CC2=CC=C(C=C2)[N+](=O)[O-])C=C(C=C1)Cl